4,5-bis(4-t-butylphenylsulfanyl)-3,6-bis(2-ethoxyethoxy)phthalonitrile C(C)(C)(C)C1=CC=C(C=C1)SC=1C(=C(C(C#N)=C(C1SC1=CC=C(C=C1)C(C)(C)C)OCCOCC)C#N)OCCOCC